[Hf].[W]=O tungsten oxide hafnium